1,1,1-trichlorotrifluoroacetone ClC(C(=O)C(F)(F)F)(Cl)Cl